C=CCCCCCCCCCCCCCCCCCCCCCCCCCCCC 1-triacontene